1-(4-(trifluoromethoxy)piperidine-1-carbonyl)cyclopropane-1-carboxylic acid methyl ester COC(=O)C1(CC1)C(=O)N1CCC(CC1)OC(F)(F)F